4-trifluoromethyl-2-nitroaniline FC(C1=CC(=C(N)C=C1)[N+](=O)[O-])(F)F